OC1=C(C(=O)C2=CC=C(C=C2)OCCO)C=CC=C1 2-hydroxy-4'-(2-hydroxyethoxy)benzophenone